C(=O)C1=CC=C(OC=2C=C(C=O)C=CC2)C=C1 3-(4-formylphenoxy)benzaldehyde